2-fluoro-5-methylbenzene-1-sulfonamide FC1=C(C=C(C=C1)C)S(=O)(=O)N